1,2-dipalmitoyl-sn-glycero-3-phosphocholine monohydrate O.C(CCCCCCCCCCCCCCC)(=O)OC[C@@H](OC(CCCCCCCCCCCCCCC)=O)COP(=O)(O)OCC[N+](C)(C)C